(2R,4aR,9aR)-7-((E)-3-((1-benzyl-1H-1,2,3-triazol-4-yl)methoxy)-5-hydroxy-4-(3-methylbut-2-en-1-yl)styryl)-1,1,4a-trimethyl-2,3,4,4a,9,9a-hexahydro-1H-xanthene-2,5-diol C(C1=CC=CC=C1)N1N=NC(=C1)COC=1C=C(/C=C/C=2C=C(C=3O[C@@]4(CC[C@H](C([C@H]4CC3C2)(C)C)O)C)O)C=C(C1CC=C(C)C)O